C(CCCCCCCCC)[Si]([Si]([Si](C)(C)CCCCCCCCCC)(C#C)[Si](C)(C)CCCCCCCCCC)(C)C 1,3-didecyl-2-(decyldimethylsilyl)-2-ethynyl-1,1,3,3-tetramethyltrisilane